2-((2R,3S,4S)-2-(6-(benzyloxy)pyridin-2-yl)-5-chloro-6-fluoro-3-methyl-2-((methylamino)methyl)-2,3-dihydrobenzofuran-4-yl)-3-fluoro-4-methoxybenzamide C(C1=CC=CC=C1)OC1=CC=CC(=N1)[C@]1(OC2=C([C@@H]1C)C(=C(C(=C2)F)Cl)C2=C(C(=O)N)C=CC(=C2F)OC)CNC